C(C)N1C=NC(=C1)C1=CC=C2C(=CC=NC2=N1)C1=CN=C2N1N=C(C(=C2)C2=CC=C(C=C2)CN(C)C)C 1-(4-(3-(7-(1-Ethyl-1H-imidazol-4-yl)-1,8-naphthyridin-4-yl)-6-methylimidazo[1,2-b]pyridazin-7-yl)phenyl)-N,N-dimethylmethanamine